C(C)OC(=O)C1=CC2=C(N(C(=N2)NC2=NC3=C(N2)C=CC(=C3)OC(F)(F)F)CCOC)C=C1 1-(2-methoxyethyl)-2-((5-(trifluoromethoxy)-1H-benzo[d]imidazol-2-yl)amino)-1H-benzo[d]imidazole-5-carboxylic acid ethyl ester